(S)-3-(1-(5-(4-isopropylphenyl)-1,3,4-thiadiazol-2-yl)ethyl)-8-methoxy-2H-pyrido[2,3-e][1,3]oxazine-2,4(3H)-dione C(C)(C)C1=CC=C(C=C1)C1=NN=C(S1)[C@H](C)N1C(OC2=C(C1=O)N=CC=C2OC)=O